[Cl-].C(=O)(O)C=1C=C2C(C=3C=CC(=CC3C(C2=CC1)=O)[N+](C)(C)C)=O N-(6-carboxy-9,10-anthraquinon-2-yl)-N,N,N-trimethylammonium chloride